C(C)(C)(C)OC(N[C@H]1CN(C[C@H]1C)C1=C2C=NN(C2=CC=C1N)C1CC1)=O N-[(3R,4R)-1-(5-amino-1-cyclopropyl-indazol-4-yl)-4-methyl-pyrrolidin-3-yl]carbamic acid tert-butyl ester